4-[2-chloro-4-[[5-[1-cyclopropyl-3-(trifluoromethyl)pyrazol-4-yl]-1-methylimidazole-2-carbonyl]amino]benzoyl]-N-pyrrolidin-3-ylpiperazine-1-carboxamide ClC1=C(C(=O)N2CCN(CC2)C(=O)NC2CNCC2)C=CC(=C1)NC(=O)C=1N(C(=CN1)C=1C(=NN(C1)C1CC1)C(F)(F)F)C